2-((2-amino-6-((6-methylpyridin-2-yl)amino)pyrimidin-4-yl)amino)benzonitrile NC1=NC(=CC(=N1)NC1=C(C#N)C=CC=C1)NC1=NC(=CC=C1)C